tert-butyl (R)-3-((8-cyanoisoquinolin-1-yl)amino)piperidine-1-carboxylate C(#N)C=1C=CC=C2C=CN=C(C12)N[C@H]1CN(CCC1)C(=O)OC(C)(C)C